IC=1C=C2C(=CN(C2=C(C1)C(=O)OC)COCC[Si](C)(C)C)C(C(F)(F)F)=O methyl 5-iodo-3-(2,2,2-trifluoroacetyl)-1-(2-trimethylsilylethoxy methyl)indole-7-carboxylate